[Ca].[Al] aluminum, calcium salt